N-(2-hydroxy-ethyl)aziridine OCCN1CC1